2-(4-amino-2-methylsulfanyl-pyrimidin-5-yl)-3-methoxy-2-methyl-propan-1-ol NC1=NC(=NC=C1C(CO)(COC)C)SC